BrC1=CC=C(C=C1)C1=CC(=CC(=N1)C1=NC=CC=C1)C1=CC(=CC=C1)Cl 6-(4-bromophenyl)-4-(3-chlorophenyl)-2,2'-bipyridine